C(C1=CC=CC=C1)O[C@@](C=O)(O)[C@](O)([C@H](O)C(O)OCC1=CC=CC=C1)OCC1=CC=CC=C1 2,3,5-tribenzyloxy-D-ribose